1-(2-(6-fluoronaphthalen-1-yl)ethyl)pyrrolidine FC=1C=C2C=CC=C(C2=CC1)CCN1CCCC1